Ethane-1,2-diyl bis(2-(2-chlorophenyl)-2-diazoacetate) ClC1=C(C=CC=C1)C(C(=O)OCCOC(C(=[N+]=[N-])C1=C(C=CC=C1)Cl)=O)=[N+]=[N-]